3-((Benzo[d]thiazol-2-ylamino)(cyano)methyl)pyrrolidin-1-carbonitril S1C(=NC2=C1C=CC=C2)NC(C2CN(CC2)C#N)C#N